C(#N)N1[C@H]2[C@@H](C[C@@H]1CC2)N(C(C2=CC(=C(C=C2)C=2C=NN(C2)C)OCC(C)C)=O)C N-((1R,2R,4S)-7-cyano-7-azabicyclo[2.2.1]heptan-2-yl)-N-methyl-3-(2-methylpropoxy)-4-(1-methyl-1H-pyrazol-4-yl)benzamide